C(C)(C)[C@H]1[C@@H](CC(CC1)C)C1=C(C=C(C=C1O)C(C)(CCCCCC)C)O 2-((1R,2S)-2-isopropyl-5-methylcyclohexyl)-5-(2-methyloctan-2-yl)benzene-1,3-diol